C(OC(C)Cl)(OCCOC1OCCCC1)=O 1-chloroethyl (2-((tetrahydro-2H-pyran-2-yl) oxy) ethyl) carbonate